SC[C@@H](O)CO (S)-1-thioglycerol